(5S)-5-({(3R)-2'-[6-amino-5-(trifluoromethyl)pyridin-3-yl]-5',6'-dihydrospiro[pyrrolidine-3,4'-pyrrolo[1,2-b]pyrazol]-1-yl}methyl)pyrrolidin-2-one NC1=C(C=C(C=N1)C=1C=C2N(N1)CC[C@]21CN(CC1)C[C@@H]1CCC(N1)=O)C(F)(F)F